((2r,3r,4r,5s)-3,4,5-tris(benzyloxy)-1-(3,4-difluorophenethyl)piperidin-2-yl)methanol C(C1=CC=CC=C1)O[C@@H]1[C@H](N(C[C@@H]([C@H]1OCC1=CC=CC=C1)OCC1=CC=CC=C1)CCC1=CC(=C(C=C1)F)F)CO